C(C1=CC=CC=C1)OC1=C(C(=CC(=C1C)O)O)C(=O)N1CC2=CC(=CC=C2CC1)CN(C)C (2-(benzyloxy)-4,6-dihydroxy-3-methylphenyl)(7-((dimethylamino)methyl)-3,4-dihydroisoquinolin-2(1H)-yl)methanone